2-isopropylphenyl-piperazin-1-yl-7-azaspiro[3.5]nonane C(C)(C)C1=C(C=CC=C1)C1(CCC12CCNCC2)N2CCNCC2